(S)-2-((2-(1-acetylpiperidin-4-yl)-7-methylimidazo[1,2-a]pyridin-3-yl)methyl)morpholine-4-carboxylic acid tert-butyl ester C(C)(C)(C)OC(=O)N1C[C@@H](OCC1)CC1=C(N=C2N1C=CC(=C2)C)C2CCN(CC2)C(C)=O